(E)-3-(4-Decylsulfanylphenyl)-1-(2,6-dihydroxyphenyl)prop-2-en-1-one C(CCCCCCCCC)SC1=CC=C(C=C1)/C=C/C(=O)C1=C(C=CC=C1O)O